C(C1=CC=CC=C1)[NH+](CC=C)CC=C N-benzyl-N,N-diallylammonium